acenaphthylenyl-nickel C1(=CC2=CC=CC3=CC=CC1=C23)[Ni]